imino-indole N=C1N=C2C=CC=CC2=C1